3-((dimethylamino)methyl)pyrrolidin-3-ol tert-Butyl-6-(benzylamino)-6-(2-ethoxy-2-oxoethyl)-1,4-oxazepane-4-carboxylate C(C)(C)(C)C1OCC(CN(C1)C(=O)OC1(CNCC1)CN(C)C)(CC(=O)OCC)NCC1=CC=CC=C1